(3-cyano-5-fluorophenyl)-1,4-dioxo-1,2,3,4-tetrahydro-2aH-cyclopenta[cd]inden-2a-yl acetate C(C)(=O)OC12C(C(C=3C=CC=C(C13)C(C2)=O)=O)C2=CC(=CC(=C2)F)C#N